OC=1C=C2C(=C(N(C2=CC1)CC1=CC=C(OCCCCN2CCN(CC2)C2=CC3=C(CN(C3=O)C3C(NC(CC3)=O)=O)S2)C=C1)C1=CC=C(C=C1)O)C 3-(2-(4-(4-(4-((5-hydroxy-2-(4-hydroxyphenyl)-3-methyl-1H-indol-1-yl)methyl)-phenoxy)butyl)piperazin-1-yl)-4-oxo-4,6-dihydro-5H-thieno[2,3-c]pyrrol-5-yl)piperidine-2,6-dione